[Gd].[Au] Gold gadolinium